(R)-(5-(7,7-difluoro-2-((2S,3R)-3-hydroxy-2-methylazetidin-1-yl)-6,7-dihydro-5H-cyclopenta[d]pyrimidin-4-yl)-3-fluoro-2-methoxyphenyl)(imino)(methyl)-λ6-sulfanone FC1(CCC2=C1N=C(N=C2C=2C=C(C(=C(C2)[S@](=O)(C)=N)OC)F)N2[C@H]([C@@H](C2)O)C)F